(S)-8-((3S,5R)-4-acryloyl-3,5-dimethylpiperazin-1-yl)-l-1-(4-chlorothiophen-2-yl)-3-(pyrimidin-2-yloxy)-10-(trifluoromethyl)-3,4-dihydro-2H,6H-[1,4]thiazepino[2,3,4-ii]quinazolin-6-one C(C=C)(=O)N1[C@H](CN(C[C@H]1C)C1=NC(N2C3=C(C=C(C=C13)C(F)(F)F)S(C[C@H](C2)OC2=NC=CC=N2)C=2SC=C(C2)Cl)=O)C